1,2,4-triphenyl-2-(m-tolyl)butane-1,4-dione C1(=CC=CC=C1)C(C(CC(=O)C1=CC=CC=C1)(C=1C=C(C=CC1)C)C1=CC=CC=C1)=O